CC(C)C1=CC=C(C=C1)[C@H](C)NC(=O)O[C@@H](C(=O)OC(C)C)CN1N=CN=C1 Propan-2-yl (2R)-2-({[(1S)-1-[4-(propan-2-yl)phenyl]ethyl]carbamoyl}oxy)-3-(1H-1,2,4-triazol-1-yl)propanoate